C(#N)C(COC=1C=C(C=2N(C1)N=CC2C#N)C2=NC=C(N=C2)N2CC1N(C(C2)C1)CC=1C=NC(=CC1)OC)(C)C 6-(2-cyano-2-methylpropoxy)-4-(5-(6-((6-methoxypyridin-3-yl)methyl)-3,6-diazabicyclo[3.1.1]heptan-3-yl)pyrazin-2-yl)pyrazolo[1,5-a]pyridine-3-carbonitrile